tert-Butyl[(1R)-1-(2-bromo-5-chlorophenyl)propyl]carbamate C(C)(C)(C)OC(N[C@H](CC)C1=C(C=CC(=C1)Cl)Br)=O